(R)-6-(2-(3-fluorophenyl)pyrrolidin-1-yl)-3-(1,2,5,6-tetrahydropyridin-3-yl)imidazo[1,2-b]pyridazine FC=1C=C(C=CC1)[C@@H]1N(CCC1)C=1C=CC=2N(N1)C(=CN2)C=2CNCCC2